FC=1C=C(C=C(C1)C(F)(F)F)C1=CC(=C2C(=N1)N=C(N2)C2=CC=C(C=C2)CN2CCC(CC2)CC(=O)O)N(C)CC2(CCC2)COC {1-[(4-{5-[3-fluoro-5-(trifluoromethyl)phenyl]-7-[{[1-(methoxymethyl)cyclobutyl]methyl}(methyl)amino]-1H-imidazo[4,5-b]pyridin-2-yl}phenyl)methyl]piperidine-4-yl}acetic acid